cis-2,6-dimethyl-indenol CC=1C(C2=CC(=CC=C2C1)C)O